2-(6-chloropyridin-3-yl)pyridazin ClC1=CC=C(C=N1)N1NC=CC=C1